((S)-1-cyanopropyl)-4-(5-methyl-2-((1-(piperidin-3-yl)-1H-pyrazol-4-yl)amino)pyrimidin-4-yl)benzamide C(#N)[C@@H](CC)C1=C(C(=O)N)C=CC(=C1)C1=NC(=NC=C1C)NC=1C=NN(C1)C1CNCCC1